BrC=1C=C(C(=NC1)OC)C(C)=O 1-(5-bromo-2-methoxypyridin-3-yl)ethan-1-one